OCCNCCCCCCCC(=O)OCCC(CCC)CCC 3-propylhexyl 8-((2-hydroxyethyl)amino)octanoate